C(C1=CC=CC=C1)NC1=C2N=CN(C2=NC(=N1)C=1C=NC(=C(C1)C)C)[C@H]1[C@@H]([C@@H]([C@H](O1)C(=O)NC([2H])([2H])[2H])O)O (2s,3s,4r,5r)-5-(6-(benzylamino)-2-(5,6-dimethylpyridin-3-yl)-9H-purin-9-yl)-3,4-dihydroxy-N-(methyl-d3)-tetrahydrofuran-2-carboxamide